2-(indol-1-yl)ethan-1-ol N1(C=CC2=CC=CC=C12)CCO